(2-(3-methoxy-5-methylphenylamino)-5-methylpyrimidin-4-ylamino)benzo[d]oxazol-2(3H)-one COC=1C=C(C=C(C1)C)NC1=NC=C(C(=N1)NN1C(OC2=C1C=CC=C2)=O)C